C(CCC)C1=NC2(C(N1CC1=CC(=C(C=C1)C=1C(=CC=CC1)S(=O)(=O)NC1=NOC(=C1C)C)COC(F)(F)F)=O)CCCC2 4'-((2-butyl-4-oxo-1,3-diazaspiro[4.4]non-1-en-3-yl)methyl)-N-(4,5-dimethylisoxazol-3-yl)-2'-((trifluoromethoxy)methyl)-[1,1'-biphenyl]-2-sulfonamide